ethyl 1-(2,4-dichlorophenyl)-5-phenyl-1H-pyrazole-3-carboxylate ClC1=C(C=CC(=C1)Cl)N1N=C(C=C1C1=CC=CC=C1)C(=O)OCC